C(CCCCCCCCCCCCCCCCCCCCC=CC)(=O)O 22-tetracosenoic acid